N1(C=CC=C1)C1=C(C(=O)OC)C=CC=C1N1CC(C1)OC1=CC=C(C=C1)C(F)(F)F Methyl 2-(1H-pyrrol-1-yl)-3-(3-(4-(trifluoromethyl)phenoxy)azetidin-1-yl)benzoate